1-(2-(2-Benzyl-4-methylphenoxy)ethyl)piperidin-4-ol tert-butyl-(S)-(1-(4-(4-formylthiazol-5-yl)phenyl)ethyl)carbamate C(C)(C)(C)N(C(=O)OC1CCN(CC1)CCOC1=C(C=C(C=C1)C)CC1=CC=CC=C1)[C@@H](C)C1=CC=C(C=C1)C1=C(N=CS1)C=O